myristoyl-D-asparagine C(CCCCCCCCCCCCC)(=O)N[C@H](CC(N)=O)C(=O)O